[I-].[I-].[I-].C(C)[P+](C1=CC=CC=C1)(C1=CC=CC=C1)C1=CC=CC=C1.C(C)[P+](C1=CC=CC=C1)(C1=CC=CC=C1)C1=CC=CC=C1.C(C)[P+](C1=CC=CC=C1)(C1=CC=CC=C1)C1=CC=CC=C1 ethyltriPhenyl-phosphonium tri-iodide